NC=1N=CN(C(C1C(=O)OC)=S)C1=C(C=C(C=C1C)COC)C methyl 4-amino-1-(4-(methoxymethyl)-2,6-dimethylphenyl)-6-thioxo-1,6-dihydropyrimidine-5-carboxylate